9,9'-(5-(2,6-diphenylpyrimidin-4-yl)-1,3-phenylene)bis(3-(dibenzo[b,d]thiophen-3-yl)-9H-carbazole) C1(=CC=CC=C1)C1=NC(=CC(=N1)C=1C=C(C=C(C1)N1C2=CC=CC=C2C=2C=C(C=CC12)C=1C=CC2=C(SC3=C2C=CC=C3)C1)N1C3=CC=CC=C3C=3C=C(C=CC13)C=1C=CC3=C(SC2=C3C=CC=C2)C1)C1=CC=CC=C1